CC(CC=1N(C=C(N1)C=1C=NC=CC1)C(=O)N)(C)C1=CC=CC=C1 (2-methyl-2-phenylpropyl)-4-(pyridin-3-yl)-1H-imidazole-1-carboxamide